(S)-3-(3,3-difluorocyclobutyl)-N-(7-(3-hydroxyl-3-methylbut-1-yn-1-yl)-5-methyl-4-Oxo-2,3,4,5-tetrahydrobenzo[b][1,4]oxazepine-3-yl)imidazo[2,1-b]thiazole-6-carboxamide FC1(CC(C1)C=1N2C(SC1)=NC(=C2)C(=O)N[C@@H]2C(N(C1=C(OC2)C=CC(=C1)C#CC(C)(C)O)C)=O)F